ethyl 4-chloro-7-methoxy-1,5-naphthyridine-3-carboxylate ClC1=C(C=NC2=CC(=CN=C12)OC)C(=O)OCC